C5-propynyluridine C(#CC)C=1C(NC(N([C@H]2[C@H](O)[C@H](O)[C@@H](CO)O2)C1)=O)=O